FC(C(C)(C)N[C@@H]1CC[C@H](CC1)N)(F)F trans-N4-(2,2,2-trifluoro-1,1-dimethyl-ethyl)cyclohexane-1,4-diamine